[2,5'-bipyrimidine]-4,5-diamine N1=C(N=C(C(=C1)N)N)C=1C=NC=NC1